3-ethyl-3-(hydroxymethyl)oxetan C(C)C1(COC1)CO